7-isopentenyloxy-4'-methoxyl-flavonol C(CC(=C)C)OC1=CC=C2C(C(=C(OC2=C1)C1=CC=C(C=C1)OC)O)=O